tri(n-butyl)phosphonium C(CCC)[PH+](CCCC)CCCC